(3S,4S,5S,6R)-2-(2-(2-(2-azidoethoxy)ethoxy)ethoxy)-6-(hydroxymethyl)tetrahydro-2H-pyran-3,4,5-triol N(=[N+]=[N-])CCOCCOCCOC1O[C@@H]([C@H]([C@@H]([C@@H]1O)O)O)CO